perfluoro butyl-ETHYL ETHER C(CCC)C(C)OF